ClC1=CC2=C(C(N3[C@@H](CO2)CN(CC3)C(=O)OC(C)(C)C)=O)C(=N1)N(C1CCOCC1)C tert-butyl (R)-3-chloro-1-(methyl(tetrahydro-2H-pyran-4-yl)amino)-12-oxo-6a,7,9,10-tetrahydro-12H-pyrazino[2,1-c]pyrido[3,4-f][1,4]oxazepine-8(6H)-carboxylate